C(C)(C)(C)N1C[C@H](NC[C@H]1C)C (3R,6R)-1-tert-butyl-3-methyl-6-methylpiperazine